C(CCCCCCC)C(CCCCCCCC)N1C2=CC=CC=C2C=2C=CC=CC12 9-(1-octyl-nonyl)carbazole